N[C@@H]1CC[C@@H](N(C1)C(=O)OCC1=CC=CC=C1)C Benzyl (2S,5R)-5-amino-2-methylpiperidine-1-carboxylate